sodium thioacetamide thiosulfate S(=S)(=O)([O-])[O-].C(C)(=S)N.[Na+].[Na+]